3-(8-((4-(difluoromethoxy)phenyl)sulfonyl)-8-azabicyclo[3.2.1]oct-3-yl)-3-azabicyclo[3.1.1]heptane FC(OC1=CC=C(C=C1)S(=O)(=O)N1C2CC(CC1CC2)N2CC1CC(C2)C1)F